1-(tert-butyl) 2-methyl trans-3-(fluoromethyl)pyrrolidine-1,2-dicarboxylate FC[C@H]1[C@@H](N(CC1)C(=O)OC(C)(C)C)C(=O)OC